methyl (4-((5-(4-aminophenyl)-1H-pyrazol-3-yl)amino)-3-methylphenyl)carbamate NC1=CC=C(C=C1)C1=CC(=NN1)NC1=C(C=C(C=C1)NC(OC)=O)C